C(C)(C)(C)OC(N(C1=C(C=CC=C1)I)C1=CC=C(C=C1)F)=O.ClC1=C(C=CC(=C1)OC1=CC=CC=C1)C(=O)C1=CNC=2N=CN=C(C21)N[C@H]2CN(CCC2)CCCCCC(OC)OC (R)-(2-chloro-4-phenoxyphenyl)(4-((1-(6,6-dimethoxyhexyl)piperidin-3-yl)amino)-7H-pyrrolo[2,3-d]pyrimidin-5-yl)methanone Tert-butyl-(4-fluorophenyl)(2-iodophenyl)carbamate